1-(((4-(3,8-diazabicyclo[3.2.1]octan-3-yl)-7-(8-ethyl-7-fluoro-3-hydroxynaphthalen-1-yl)-8-fluoropyrido[4,3-d]pyrimidin-2-yl)oxy)methyl)cyclopropane C12CN(CC(CC1)N2)C=2C1=C(N=C(N2)OCC2CC2)C(=C(N=C1)C1=CC(=CC2=CC=C(C(=C12)CC)F)O)F